ClC1=CC=C(C(=O)NCC[C@@]23C[C@](C[C@H]2[C@@H]2CC=C4C[C@H](CC[C@]4(C)[C@H]2CC3)O)(O)CC=C)C=C1 (4-chlorobenzoylaminomethyl)-16alpha-allyl-16beta-hydroxy-androst-5-en-3beta-ol